C(CC)C(=O)O.NC1=NC(=CC=C1)N 2,6-diaminopyridine propanecarboxylate